O1CCC2=C1C=C(C=C2)[C@H](C)NC2=NC(N(C(N2)=O)C(C)C)=O (S)-6-((1-(2,3-Dihydrobenzofuran-6-yl)ethyl)amino)-3-isopropyl-1,3,5-triazine-2,4(1H,3H)-dione